6-(4-isothiazol-5-yl-phenyl)-pyrimidin S1N=CC=C1C1=CC=C(C=C1)C1=CC=NC=N1